FC1=C(C=CC(=C1OCC=1C=C2C(=NC1)N(N=C2C)C2OCCCC2)F)NS(=O)(=O)C=2C(=NC=C(C2)F)OC N-(2,4-difluoro-3-[[3-methyl-1-(oxan-2-yl)pyrazolo[3,4-b]pyridin-5-yl]methoxy]phenyl)-5-fluoro-2-methoxypyridine-3-sulfonamide